iodomethyl-triphenylphosphine bromide [Br-].ICC1=C(C=CC=C1)P(C1=CC=CC=C1)C1=CC=CC=C1